(R)-(4-(difluoromethyl)oxazol-5-yl)(4-(pyrazolo[1,5-a]pyridin-2-yl)-6,7-dihydro-1H-imidazo[4,5-c]pyridin-5(4H)-yl)methanone FC(C=1N=COC1C(=O)N1[C@H](C2=C(CC1)NC=N2)C2=NN1C(C=CC=C1)=C2)F